5-((5-(4'-((3-(2-aminoethoxy)azetidin-1-yl)methyl)-[1,1'-biphenyl]-4-yl)-4,6-difluoro-1H-benzo[d]imidazol-2-yl)oxy)-2-methylbenzoic acid NCCOC1CN(C1)CC1=CC=C(C=C1)C1=CC=C(C=C1)C1=C(C2=C(NC(=N2)OC=2C=CC(=C(C(=O)O)C2)C)C=C1F)F